C1(CC1)C=1C=C2C(=C(C(NC2=C2C=CC=NC12)=O)[N+]1=CC=CC=C1)C1=C2C=NNC2=C(C=C1)F 6-cyclopropyl-4-(7-fluoro-1H-indazol-4-yl)-3-pyridin-1-ium-1-yl-1H-1,7-phenanthrolin-2-one